5-hydroxymethyluridine OCC=1C(NC(N([C@H]2[C@H](O)[C@H](O)[C@@H](CO)O2)C1)=O)=O